N1=C(C=NC=C1)COC1=CC=C(C=N1)CC1=NOC(=C1)C=1C(=NC=CC1)N 3-(3-((6-(pyrazin-2-ylmethoxy)pyridin-3-yl)methyl)isoxazol-5-yl)pyridin-2-amine